FC1(CCN(CCC1)C1=NC(=C(C=C1B(O)O)C(F)(F)F)C)F [2-(4,4-difluoroazepan-1-yl)-6-methyl-5-(trifluoromethyl)-3-pyridinyl]boronic acid